3-carboxy-2-methyl-2-butan-sulfonic acid C(=O)(O)C(C(C)(S(=O)(=O)O)C)C